CN1N=CN=C1C=O 1-methyl-1H-1,2,4-triazole-5-formaldehyde